ClC1=NC(=NC(=N1)Cl)OC(C)(C)C 2,4-dichloro-6-tert-butoxy-1,3,5-triazine